FC1=C(C(=CC=C1)C)N1CCC(CC1)N1C(N(C=2C(C1)=CN(N2)CC(=C)C)CC2=C(C=CC=C2)C(F)(F)F)=O 5-[1-(2-fluoro-6-methyl-phenyl)-piperidin-4-yl]-2-(2-methyl-allyl)-7-(2-trifluoromethyl-benzyl)-2,4,5,7-tetrahydro-pyrazolo[3,4-d]pyrimidin-6-one